ClC=1C(=C(C=CC1F)CN)F (3-chloro-2,4-difluorophenyl)methanamine